2-((3,5-Bis((E)-3,4-dimethoxybenzylidene)-4-oxocyclohexyl)amino)-2-oxoethan-1-aminium trifluoroacetate FC(C(=O)[O-])(F)F.COC=1C=C(\C=C\2/CC(C\C(\C2=O)=C/C2=CC(=C(C=C2)OC)OC)NC(C[NH3+])=O)C=CC1OC